[C@H]12OC[C@H](N(C1)C(=O)C=1C(=C(C=CC1)C1=C3C(=NC=C1)C=C(O3)C3=CC=C(C=C3)C(C)=O)F)C2 1-(4-(7-(3-((1R,4R)-2-oxa-5-azabicyclo[2.2.1]heptane-5-carbonyl)-2-fluorophenyl)furo[3,2-b]pyridin-2-yl)phenyl)ethan-1-one